(R)-3-(7-methyl-1H-indazol-5-yl)-2-(4-(2-oxo-1,2-dihydroquinolin-3-yl)piperidine-1-carboxamido)propionic acid CC=1C=C(C=C2C=NNC12)C[C@H](C(=O)O)NC(=O)N1CCC(CC1)C=1C(NC2=CC=CC=C2C1)=O